Benzyl N-[(1R)-1-[[(3-amino-3-oxo-propyl)-(2-chloro-2-fluoro-acetyl)amino]carbamoyl]-3-methyl-butyl]carbamate NC(CCN(C(C(F)Cl)=O)NC(=O)[C@@H](CC(C)C)NC(OCC1=CC=CC=C1)=O)=O